CC1=C(SC=2CNCC21)C(=O)NC2CN(CC2)C 3-methyl-N-(1-methylpyrrolidin-3-yl)-5,6-dihydro-4H-thieno[2,3-c]pyrrole-2-carboxamide